platinum(II) [bis(phenacylpyridine)] C(C(=O)C1=CC=CC=C1)C1=NC=CC=C1.C(C(=O)C1=CC=CC=C1)C1=NC=CC=C1.[Pt+2]